6-{6-methoxy-5-[({1-[2-(tri-fluoromethoxy)phenyl]cyclopropyl}methyl)carbamoyl]-pyridin-3-yl}-N-methyl-1H-indazole-3-carboxamide COC1=C(C=C(C=N1)C1=CC=C2C(=NNC2=C1)C(=O)NC)C(NCC1(CC1)C1=C(C=CC=C1)OC(F)(F)F)=O